2-fluoro-N-((2R)-1-(7-(4-fluorophenyl)-10-oxo-3,9-diazaspiro[5.5]undecan-3-yl)-3-methyl-1-oxobutan-2-yl)-5-(trifluoromethyl)benzamide FC1=C(C(=O)N[C@@H](C(=O)N2CCC3(CC2)C(CNC(C3)=O)C3=CC=C(C=C3)F)C(C)C)C=C(C=C1)C(F)(F)F